racemic-6-(3,3-difluoropyrrolidin-1-yl)-2-(1H-pyrazol-4-yl)-6,7,8,9-tetrahydrothieno[2,3-c]quinolin-4(5H)-one FC1(CN(CC1)[C@@H]1CCCC=2C3=C(C(NC12)=O)SC(=C3)C=3C=NNC3)F |r|